C(N)(SC)=S.[Zn].[Zn] diZinc methyl dithiocarbamate